3,3'-((((2-(3-(2-carboxy-2-(pyrrolidin-3-yl)ethyl)phenoxy)acetyl)azanediyl)bis(methylene))bis(3,1-phenylene))bis(2-(pyrrolidin-3-yl)propanoic acid) C(=O)(O)C(CC=1C=C(OCC(=O)N(CC=2C=C(C=CC2)CC(C(=O)O)C2CNCC2)CC=2C=C(C=CC2)CC(C(=O)O)C2CNCC2)C=CC1)C1CNCC1